S'-2-(tert-butoxycarbonylamino)butane-1,4-diyl diethanethioate C(C)(OCC(CCOC(C)=S)NC(=O)OC(C)(C)C)=S